4-((4-methoxybenzyl)amino)-7-phenylpyrrolo[1,2-a]quinoxaline-2-carboxylic acid ethyl ester C(C)OC(=O)C=1C=C2N(C3=CC=C(C=C3N=C2NCC2=CC=C(C=C2)OC)C2=CC=CC=C2)C1